CN(S(=O)(=O)N[C@@H](C)C(=O)O)C (N,N-dimethylsulfamoyl)-L-alanine